B(N)O Boronic Acid-Amide